acetic acid 3,7-dimethylocta-1,6-dien-3-yl ester CC(C=C)(CCC=C(C)C)OC(C)=O